N-carbamimidoyl-2-(2,6-difluoro-3-methoxyphenyl)acetamide C(N)(=N)NC(CC1=C(C(=CC=C1F)OC)F)=O